ClC1=CC=C(C=C1)C=1N=C2C(=NC1)N=C(S2)NC(C2=CN=C(C=C2C2=C(C=CC(=C2)C#N)OC)C)=O N-(6-(4-chlorophenyl)thiazolo[4,5-b]pyrazin-2-yl)-4-(5-cyano-2-methoxyphenyl)-6-methylnicotinamide